4-(6-(6-(3-(5-methoxypyridin-3-yl)propynyl)-3,6-diazabicyclo[3.1.1]heptan-3-yl)pyridin-3-yl)-6-(1-methyl-1H-pyrazol-4-yl)pyrazolo[1,5-a]pyridine-3-carbonitrile COC=1C=C(C=NC1)CC#CN1C2CN(CC1C2)C2=CC=C(C=N2)C=2C=1N(C=C(C2)C=2C=NN(C2)C)N=CC1C#N